8-methoxy-9H-pyrimido[4,5-b]indol-4-amine COC=1C=CC=C2C3=C(NC12)N=CN=C3N